N-(5-(5-(2-(4,4-Difluoropiperidin-1-yl)-6-methylpyrimidin-4-yl)-1,3,4-oxadiazol-2-yl)-4-(6-azaspiro[2.5]octan-6-yl)pyrimidin-2-yl)-2-hydroxyethane-1-sulfonamide FC1(CCN(CC1)C1=NC(=CC(=N1)C1=NN=C(O1)C=1C(=NC(=NC1)NS(=O)(=O)CCO)N1CCC2(CC2)CC1)C)F